(1R,2S,5S)-N-((R)-1-cyano-2-(2-oxo-1,2-dihydro-1,6-naphthyridin-3-yl)ethyl)-3-((S)-3,3-dimethyl-2-(methylsulfonyl)butanoyl)-6,6-dimethyl-3-azabicyclo[3.1.0]hexane-2-carboxamide C(#N)[C@@H](CC=1C(NC2=CC=NC=C2C1)=O)NC(=O)[C@@H]1[C@H]2C([C@H]2CN1C([C@H](C(C)(C)C)S(=O)(=O)C)=O)(C)C